5-(4-((3-(cyclopropylmethyl)-8-fluoro-2,4-dioxo-1,2,3,4-tetrahydroquinazolin-7-yl)methyl)piperazin-1-yl)-N-methylpicolinamide C1(CC1)CN1C(NC2=C(C(=CC=C2C1=O)CN1CCN(CC1)C=1C=CC(=NC1)C(=O)NC)F)=O